O=C1N(C(CCC1N1C(C2=CC=C(C=C2C1)O[C@H]1CN(C[C@@H](C1)F)C(=O)OC(C)(C)C)=O)=O)COCC[Si](C)(C)C tert-butyl (3r,5r)-3-((2-(2,6-dioxo-1-((2-(trimethylsilyl) ethoxy) methyl) piperidin-3-yl)-1-oxoisoindolin-5-yl) oxy)-5-fluoropiperidine-1-carboxylate